5-(3-((5-(3-((1H-indol-5-yl)oxy)phenyl)-4H-1,2,4-triazol-3-yl)methyl)phenyl)pentanoic acid N1C=CC2=CC(=CC=C12)OC=1C=C(C=CC1)C=1NC(=NN1)CC=1C=C(C=CC1)CCCCC(=O)O